1-(6-chloro-2-fluoro-3-pyridyl)ethanone ClC1=CC=C(C(=N1)F)C(C)=O